C12CN(CC2CC1)C=1C=C(C=NC1)C=1N=NN(C1)CC=1N=C2N(C=C(C=C2)CNCC23CC(C2)(C3)F)C1 1-[2-[[4-[5-(3-azabicyclo[3.2.0]hept-3-yl)-3-pyridyl]triazol-1-yl]methyl]imidazo[1,2-a]pyridin-6-yl]-N-[(3-fluoro-1-bicyclo[1.1.1]pentyl)methyl]methylamine